FC1=C(C=CC(=C1)F)N1C(C2=CC=C(C=C2C(=N1)C1=CC(=CC=C1)S(=O)(=O)C)F)=O 2-(2,4-Difluorophenyl)-6-fluoro-4-(3-(methyl-sulfonyl)phenyl)phthalazin-1(2H)-one